ClC1=C(C=CC=2N=C(SC21)C)NN (7-chloro-2-methyl-1,3-benzothiazol-6-yl)hydrazine